C(C=C(C)CCC=C(C)CCC=C(C)C)OB(O)C1=C(C=CC=C1OC)OC 2,6-dimethoxyphenylboronic acid farnesyl ester